C(C)(=O)C=1C=C(C(=NC1C)N1C([C@@H]2C[C@@H]2C1)=O)F (1R,5S)-3-(5-Acetyl-3-fluoro-6-methylpyridin-2-yl)-3-azabicyclo[3.1.0]hexan-2-one